3-(2-Hydroxyethyl)-1H-pyrrole-2-carboxylic acid tert-butyl ester C(C)(C)(C)OC(=O)C=1NC=CC1CCO